gamma-aminoureidopropyl-triethoxysilane NNC(NCCC[Si](OCC)(OCC)OCC)=O